ethyl (E)-9-bromo-8-methoxy-1-(2-nitroprop-1-en-1-yl)-5,6-dihydropyrrolo[2,1-a]isoquinoline-3-carboxylate BrC1=C(C=C2CCN3C(C2=C1)=C(C=C3C(=O)OCC)\C=C(/C)\[N+](=O)[O-])OC